3-(5-bromo-1H-pyrrolo[2,3-b]pyridin-1-yl)piperidine-2,6-dione BrC=1C=C2C(=NC1)N(C=C2)C2C(NC(CC2)=O)=O